[6-chloro-5-methyl-3-[3-(trifluoromethyl)phenoxy]pyridazin-4-yl]-5-[(2,4-dimethylphenyl)methyl]-5,6-dihydro-4H-1,2,4-oxadiazine ClC1=C(C(=C(N=N1)OC1=CC(=CC=C1)C(F)(F)F)C1=NOCC(N1)CC1=C(C=C(C=C1)C)C)C